FC1=CC2=C(N(C(N=C2N2[C@H](CN(CC2)C(=O)OC(C)(C)C)C)=O)C2=C(C=CC=C2)C(C)C)N=C1C1=C(C=CC=2C=COC21)F tert-butyl (3S)-4-(6-fluoro-7-(6-fluorobenzofuran-7-yl)-1-(2-isopropylphenyl)-2-oxo-1,2-dihydropyrido[2,3-d]pyrimidin-4-yl)-3-methylpiperazine-1-carboxylate